COC1=NN(C2=C(C=CC=C12)NS(=O)(=O)C=1C=NN(C1)C1=CC(=NC=C1)C(F)(F)F)C N-(3-METHOXY-1-METHYL-1H-INDAZOL-7-YL)-1-(2-(TRIFLUOROMETHYL)PYRIDIN-4-YL)-1H-PYRAZOLE-4-SULFONAMIDE